O[C@@H]1[C@@H](O[C@@H]([C@@H](C1=O)O)OC)C(=O)[O-] (2R,3R,5S,6S)-3,5-dihydroxy-6-methoxy-4-oxotetrahydro-2H-pyran-2-carboxylate